FC12CC(C1)(C2)N2N=C1N(C2=O)[C@@H](CC1)C1=CC=C(C=C1)F (5S)-2-(3-fluorobicyclo[1.1.1]pentan-1-yl)-5-(4-fluorophenyl)-2,5,6,7-tetrahydro-3H-pyrrolo[2,1-c][1,2,4]triazol-3-one